trans-N-(4-(1,5-dimethyl-1H-pyrazol-4-yl)-1-methylpyrrolidin-3-yl)-2,2-dimethyl-3-((3-(trifluoromethyl)pyridin-2-yl)oxy)propanamide CN1N=CC(=C1C)[C@H]1[C@@H](CN(C1)C)NC(C(COC1=NC=CC=C1C(F)(F)F)(C)C)=O